COCCN(C=1N=C(C2=C(N1)C(=NC(=N2)N(CCOC)CCOC)N(C)CC2=CC(=C(C=C2)F)F)N2CC(N(CC2)C)=O)CCOC 4-(2,6-bis(bis(2-methoxyethyl)amino)-8-((3,4-difluorobenzyl)(methyl)amino)pyrimido[5,4-d]pyrimidin-4-yl)-1-methylpiperazin-2-one